5-oxo-4-(4-trifluoromethylbenzyl)-4,5,8,9-tetrahydrothieno[3,2-c][2,7]naphthyridine-7(6H)-carboxylic acid tert-butyl ester C(C)(C)(C)OC(=O)N1CCC=2C3=C(N(C(C2C1)=O)CC1=CC=C(C=C1)C(F)(F)F)C=CS3